CN1N=CC(=C1)C(=O)NC1=NC(=CC=C1)N1N=C(C2=CC=CC=C12)NC=1C=NC(=CC1)C=1C=NNC1 1-methyl-N-[6-[3-[[6-(1H-pyrazol-4-yl)-3-pyridinyl]amino]indazol-1-yl]-2-pyridinyl]pyrazole-4-carboxamide